C(\C=C/C(=O)O)(=O)O.CN(C)C trimethylamine maleate salt